CP(=O)(C)CC12CNC(CC1)C2 4-(dimethylphosphorylmethyl)-2-azabicyclo[2.2.1]heptane